tert-butyl-[2-[4-[6,7-dichloro-3-(1-tetrahydropyran-2-ylpyrazol-4-yl)indol-1-yl]triazol-1-yl]ethoxy]-dimethyl-silane C(C)(C)(C)[Si](C)(C)OCCN1N=NC(=C1)N1C=C(C2=CC=C(C(=C12)Cl)Cl)C=1C=NN(C1)C1OCCCC1